6-(difluoromethyl)-3-[6-[3-(methylthiomethyl)phenyl]pyrimidin-4-yl]imidazo[1,2-b]pyridazine FC(C=1C=CC=2N(N1)C(=CN2)C2=NC=NC(=C2)C2=CC(=CC=C2)CSC)F